3-((8-fluoro-2-(4-(trifluoromethyl)phenyl)-2,3-dihydrobenzo[b][1,4]dioxin-6-yl)methyl)-6-(4-methylpiperazin-1-yl)-3H-imidazo[4,5-b]pyridine 2,2,2-trifluoroacetate FC(C(=O)O)(F)F.FC1=CC(=CC2=C1OC(CO2)C2=CC=C(C=C2)C(F)(F)F)CN2C=NC=1C2=NC=C(C1)N1CCN(CC1)C